2-(2-n-butyl-4-hydroxy-6-methylpyrimidin-5-yl)-acetic acid methyl ester COC(CC=1C(=NC(=NC1C)CCCC)O)=O